C1(=CC=C(C=C1)N(C1=CC=C(C=C1)B1OC(C(O1)(C)C)(C)C)C1=CC=C(C=C1)C1=CC=CC=C1)C1=CC=CC=C1 2-{4-[bis(4-biphenylyl)amino]phenyl}-4,4,5,5-tetramethyl-1,3,2-dioxaborolane